OC(C)(C)C=1C(=CC2=CN(N=C2C1)C1CCC(CC1)CNC)NC(C1=NC(=CC=C1)C(F)(F)F)=O N-(6-(2-hydroxypropan-2-yl)-2-((1r,4r)-4-((methylamino)methyl)cyclohexyl)-2H-indazol-5-yl)-6-(trifluoromethyl)picolinamide